CC1=CC=C(C=C1)OO[SH4]N1C=C(C=2C1=NC=CC2)C=2N(N=CC2)C 1-[(4-methylphenyl)dioxy-lambda6-thio]-3-(2-methylpyrazol-3-yl)pyrrolo[2,3-b]pyridine